(S)-2-(2-(3-fluoropyrrolidin-1-yl)-4-phenylpyridin-3-yl)-[1,2,4]triazolo[1,5-a]pyridine F[C@@H]1CN(CC1)C1=NC=CC(=C1C1=NN2C(C=CC=C2)=N1)C1=CC=CC=C1